Isopropyl 2-((2-fluoro-4-((7-(hydroxyamino)-7-oxoheptyl)carbamoyl)phenyl)amino)-4-((2-(N-methylmethylsulfonamido)phenyl)amino)pyrimidine-5-carboxylate FC1=C(C=CC(=C1)C(NCCCCCCC(=O)NO)=O)NC1=NC=C(C(=N1)NC1=C(C=CC=C1)N(S(=O)(=O)C)C)C(=O)OC(C)C